4-Nitro-2-(2-trimethylsilanyl-ethoxymethyl)-2H-pyrazole-3-carboxylic acid methyl ester COC(=O)C=1N(N=CC1[N+](=O)[O-])COCC[Si](C)(C)C